2-(bromomethyl)-6-methylpyridine BrCC1=NC(=CC=C1)C